4-methoxybenzyl format C(=O)OCC1=CC=C(C=C1)OC